O1[C@H](CC1)CO |r| (Rac)-(oxetan-2-yl)methanol